CC(C(=O)N)CC(C)C 2,4-dimethyl-valeramide